(S)-5-Benzyl-N-(1-isopropyl-4-methyl-5-oxo-4,5,6,7-tetrahydro-1H-pyrazolo[3,4-b][1,4]oxazepin-6-yl)-4H-1,2,4-triazol-3-carboxamid C(C1=CC=CC=C1)C=1NC(=NN1)C(=O)N[C@@H]1C(N(C2=C(OC1)N(N=C2)C(C)C)C)=O